3-phenyl-5-(trifluoromethyl)-pyrazolo[1,5-a]pyridin-2-amine C1(=CC=CC=C1)C=1C(=NN2C1C=C(C=C2)C(F)(F)F)N